4-(8-azaspiro[4.5]dec-2-yl)morpholine C1C(CCC12CCNCC2)N2CCOCC2